[N+](#[C-])CC1=CC=NC=C1 4-(ISOCYANOMETHYL)PYRIDINE